CN1CCC(CC1)CCN 2-(1-Methylpiperidin-4-yl)ethanamine